ClC=1C=CC2=C(C=C(O2)C2=NN=C(O2)C2CCN(CC2)C(COC2=CC=C(C=C2)Cl)=O)C1 1-(4-(5-(5-chlorobenzofuran-2-yl)-1,3,4-oxadiazol-2-yl)piperidin-1-yl)-2-(4-chlorophenoxy)ethan-1-one